Cl.CC1=C(C=C(C=C1)NC(=O)C1=NC=CC(=C1)C(F)(F)F)C1=CC2=C(N=C(N=C2)NC2CCOCC2)N2C1=NCC2 N-(4-methyl-3-(2-((tetrahydro-2H-pyran-4-yl)amino)-8,9-dihydroimidazo[1',2':1,6]pyrido[2,3-d]pyrimidin-6-yl)phenyl)-4-(trifluoromethyl)pyridinecarboxamide hydrochloride